OCC(C1=CC=CC=C1)NC(=O)C1=CN(C=C1)C1=CC(=NC=C1C)N[C@H](CO)CC N-(2-hydroxy-1-phenylethyl)-1-(2-(((S)-1-hydroxybutan-2-yl)amino)-5-methylpyridin-4-yl)-1H-pyrrole-3-carboxamide